zirconium cyclopentane C1CCCC1.[Zr]